(R)-3-(5-(3-aminoazetidin-1-yl)pyrimidin-2-yl)-N-((5-fluoro-2-hydroxyphenyl)(1H-indole-2-yl)methyl)-5-methylbenzamide NC1CN(C1)C=1C=NC(=NC1)C=1C=C(C(=O)N[C@@H](C=2NC3=CC=CC=C3C2)C2=C(C=CC(=C2)F)O)C=C(C1)C